tert-butyl 5-((2-(((1R,4R)-4-((tert-butoxycarbonyl)amino) cyclohexyl)(methyl)amino)pyrimidin-4-yl)oxy)-3-cyclopentyl-1H-pyrazole-1-carboxylate C(C)(C)(C)OC(=O)NC1CCC(CC1)N(C1=NC=CC(=N1)OC1=CC(=NN1C(=O)OC(C)(C)C)C1CCCC1)C